GLUTAMATE N[C@@H](CCC(=O)[O-])C(=O)[O-]